CN1C(N(C2=C1C=C(C=C2)C2CCNCC2)[C@H]2C(NC(CC2)=O)=O)=O |r| rac-(3R)-3-[3-methyl-2-oxo-5-(piperidin-4-yl)-1,3-benzodiazol-1-yl]piperidine-2,6-dione